(3S,4S)-tert-butyl 3-((6-(7-(difluoromethoxy)imidazo[1,2-a]pyridin-3-yl)pyridin-2-yl)amino)-4-fluoropyrrolidine-1-carboxylate FC(OC1=CC=2N(C=C1)C(=CN2)C2=CC=CC(=N2)N[C@H]2CN(C[C@@H]2F)C(=O)OC(C)(C)C)F